ClC1=NC(=NN2C1=C(C(=C2)C2=C(C(=CC=C2)OC)Cl)C)C=2N(C=CN2)C chloro-6-(2-chloro-3-methoxyphenyl)-5-methyl-2-(1-methyl-1H-imidazol-2-yl)pyrrolo[2,1-f][1,2,4]triazine